isobutyl-aniline C(C(C)C)NC1=CC=CC=C1